C(C)(=O)OCC1=C(C=C(C=C1Br)C)Br (2,6-dibromo-4-methyl-phenyl)-methyl acetate